C(C)C=1OC2=C(N1)C=CC=C2 2-Ethylbenzo[d]oxazole